NC(C(=O)OC(C)(C)C)C1=CC(=C(C=C1)Br)OC(F)(F)F tert-butyl 2-amino-2-(4-bromo-3-(trifluoromethoxy)phenyl)acetate